NC1CCN(CC1)C1=C(C=NC2=CC=C(C=C12)C=1C(=C(C#N)C=CC1)OCCCBr)C1=CC(=CC(=C1)F)F 3-(4-(4-aminopiperidin-1-yl)-3-(3,5-difluorophenyl)quinolin-6-yl)-2-(3-bromopropoxy)benzonitrile